2-(4-bromophenyl)-1-(3,4,5-trimethoxyphenyl)-1H-benzo[d]imidazole BrC1=CC=C(C=C1)C1=NC2=C(N1C1=CC(=C(C(=C1)OC)OC)OC)C=CC=C2